[(2S,3S,4R,5R)-5-[2-chloro-4-[isopropyl-(methyl)amino]-pyrrolo[2,3-d]-pyrimidin-7-yl]-3,4-dihydroxy-tetrahydro-furan-2-yl]methyl-sulfonylmethylphosphonic acid ClC=1N=C(C2=C(N1)N(C=C2)[C@H]2[C@@H]([C@@H]([C@H](O2)CS(=O)(=O)CP(O)(O)=O)O)O)N(C)C(C)C